(R)-1'-(5-Amino-1-(2-(difluoromethoxy)-5-fluorophenyl)-1H-pyrazole-4-carbonyl)-6-chloro-5-fluorospiro[benzo[d][1,3]oxazine-4,3'-piperidin]-2(1H)-one NC1=C(C=NN1C1=C(C=CC(=C1)F)OC(F)F)C(=O)N1C[C@@]2(CCC1)C1=C(NC(O2)=O)C=CC(=C1F)Cl